NC=1C=2N(C(=CN1)CN1CC3CNCC3C1)C(=NC2C2=CC=C(C1=CC=CC=C21)NC(NC2=CC(=CC=C2)C(F)(F)F)=O)C 3-[4-(8-amino-3-methyl-5-{octahydropyrrolo[3,4-c]pyrrol-2-ylmethyl}imidazo[1,5-a]pyrazin-1-yl)naphthalen-1-yl]-1-[3-(trifluoromethyl)phenyl]urea